N-(4-((4-([1,1'-biphenyl]-3-yl)-5-chloropyrimidin-2-yl)amino)-3-methylphenyl)methanesulfonamide C1(=CC(=CC=C1)C1=NC(=NC=C1Cl)NC1=C(C=C(C=C1)NS(=O)(=O)C)C)C1=CC=CC=C1